OC1CCN(CC1)C=1C=CC(=NC1)NC=1C=CC(=C2CNC(C12)=O)C1=NN2CC(N(CCC2=C1)C)=O 2-(7-((5-(4-hydroxypiperidin-1-yl)pyridin-2-yl)amino)-1-oxoisoindolin-4-yl)-6-methyl-5,6-dihydro-4H-pyrazolo[1,5-d][1,4]diazepin-7(8H)-one